BrC1=C(C=CC(=C1)C(N)=O)C[C@H](C(=O)O)[C@@H]1CN(CC1)C(=O)OC(C)(C)C (2S)-3-(2-bromo-4-carbamoyl-phenyl)-2-[(3R)-1-tert-butoxycarbonylpyrrolidin-3-yl]propionic acid